O1C(C=NC=C1)C(=O)N [1,4]oxazine-2-carboxamide